(3-methyl-1-(6-(1-methyl-1H-pyrazol-4-yl)pyrazolo[1,5-a]pyrazin-4-yl)piperidin-4-yl)methylamine CC1CN(CCC1CN)C=1C=2N(C=C(N1)C=1C=NN(C1)C)N=CC2